FC(CN1N=C(C(=C1)C1=NC=NC2=CC(=C(C=C12)C(C)=O)C=1C=NN(C1)C)C1=CC=CC=C1)F 1-(4-(1-(2,2-difluoroethyl)-3-phenyl-1H-pyrazol-4-yl)-7-(1-methyl-1H-pyrazol-4-yl)quinazolin-6-yl)ethan-1-one